The molecule is pentaanion of 3-hydroxypimeloyl-CoA arising from deprotonation of phosphate, diphosphate and carboxylic acid functions. It is a conjugate base of a 3-hydroxypimeloyl-CoA. CC(C)(COP(=O)([O-])OP(=O)([O-])OC[C@@H]1[C@H]([C@H]([C@@H](O1)N2C=NC3=C(N=CN=C32)N)O)OP(=O)([O-])[O-])[C@H](C(=O)NCCC(=O)NCCSC(=O)CC(CCCC(=O)[O-])O)O